O1CCC(=CC1)C=1C=C2C(=CC(=NC2=CC1)C)NC=1C=NC(=CC1)C1=NC2=C(N1)C=C(C=C2)NC2=CC(=NC=C2)C 6-(3,6-dihydro-2H-pyran-4-yl)-2-methyl-N-(6-(6-((2-methylpyridin-4-yl)amino)-1H-benzo[d]imidazol-2-yl)pyridin-3-yl)quinolin-4-amine